tert-butyl 4-(1-(4-(5-(difluoromethyl)-1,3,4-oxadiazol-2-yl)-2-fluorobenzyl)-1H-1,2,3-triazol-4-yl)isoindolin-2-carboxylate FC(C1=NN=C(O1)C1=CC(=C(CN2N=NC(=C2)C2=C3CN(CC3=CC=C2)C(=O)OC(C)(C)C)C=C1)F)F